4-[2-(4-morpholinyl)ethoxy]benzamide N1(CCOCC1)CCOC1=CC=C(C(=O)N)C=C1